FC1=C(C=CC=C1)[C@H](C)OC1=C(NC(=C1)C=O)C(=O)NC (S)-3-(1-(2-fluorophenyl)ethoxy)-5-formyl-N-methyl-1H-pyrrole-2-carboxamide